C(C1=CC=CC=C1)S(=O)(=O)N[C@H]([C@@H](N)C1=CC=CC=C1)C1=CC=CC=C1 (S,S)-N-toluenesulfonyl-1,2-diphenylethylenediamine